C(=O)C1=C(C=NC(=C1O)C)COC1=C(OP(=O)=N[C@@H](C(=O)OC(C)C)C)C=CC=C1 (2R)-Isopropyl 2-(((4-formyl-5-hydroxy-6-methylpyridin-3-yl)methoxy)(phenoxy)phosphorylamino)propanoate